OC1S(OCCC1)(=O)=O hydroxy-1,2-oxathiane 2,2-dioxide